C(C)(C)(C)OC(=O)N1CCN(CC1)C=1C=C(C=CC1)B(O)O (3-(4-(tert-butoxycarbonyl)-piperazin-1-yl)phenyl)boronic acid